[N+](=O)([O-])C=1C=C(C=CC1)C1(C(OCC(C1)=C)=O)C(=O)OC methyl 3-(3-nitrophenyl)-5-methylene-2-oxotetrahydro-2H-pyran-3-carboxylate